(S)-6-(6-Chloro-5-fluoro-2-oxo-1,2-dihydrospiro[benzo[d][1,3]oxazine-4,3'-pyrrolidin]-1'-yl)-N-((6-(3-fluoroazetidin-1-yl)pyridin-3-yl)methyl)pyrazine-2-carboxamide ClC1=C(C2=C(NC(O[C@]23CN(CC3)C3=CN=CC(=N3)C(=O)NCC=3C=NC(=CC3)N3CC(C3)F)=O)C=C1)F